C(C)NC(=S)C(=O)N ethyl-thiooxamide